C(C)O\C=C(\C(=O)OCC)/C(C)=O ethyl (E)-2-(ethoxymethylene)-3-oxobutyrate